Pin-2(3)-en C12C(=CCC(C1(C)C)C2)C